(2R,4R)-N1-(5-chlorothiophene-2-yl)-N2-(5-(3-cyclopropyl-1-((R)-1,1-dimethylethylsulfinamido)-1-(pyridin-4-yl)propyl)-2-fluorophenyl)-4-methoxypyrrolidine-1,2-dicarboxamide ClC1=CC=C(S1)NC(=O)N1[C@H](C[C@H](C1)OC)C(=O)NC1=C(C=CC(=C1)C(CCC1CC1)(C1=CC=NC=C1)N[S@](=O)C(C)(C)C)F